tin(IV) tetrapropoxide [O-]CCC.[O-]CCC.[O-]CCC.[O-]CCC.[Sn+4]